P(O)(=O)(OP(=O)(O)OP(=O)(O)O)OC[C@@H]1[C@H](C[C@@H](O1)N1C(=O)N=C(N)C(=C1)C)O 5-methyldeoxycytidine 5'-triphosphate